4-(4,6-dichloro-1,3,5-triazin-2-yl)-N,N-diphenylaniline ClC1=NC(=NC(=N1)Cl)C1=CC=C(N(C2=CC=CC=C2)C2=CC=CC=C2)C=C1